8-{5-[(7S)-7-(Pyrrolidin-1-yl)-6,7,8,9-tetrahydro-5H-benzo[7]annulen-2-yl]-1H-pyrazolo[3,4-b]pyridin-3-yl}-2,3,4,5-tetrahydro-1,4-benzoxazepin-5-one N1(CCCC1)[C@H]1CCC2=C(CC1)C=C(C=C2)C=2C=C1C(=NC2)NN=C1C1=CC2=C(C(NCCO2)=O)C=C1